1-(5-acetyl-4-hydroxy-2-methoxyphenyl)-3-(4-(trifluoromethoxy)phenyl)urea C(C)(=O)C=1C(=CC(=C(C1)NC(=O)NC1=CC=C(C=C1)OC(F)(F)F)OC)O